2-(5-(cyclopropylmethyl)-3-(3'-fluoro-5-methyl-[1,1'-biphenyl]-3-yl)-4-(4-sulfamoylbenzyl)-1H-pyrazol-1-yl)thiazole-4-carboxylic acid C1(CC1)CC1=C(C(=NN1C=1SC=C(N1)C(=O)O)C=1C=C(C=C(C1)C)C1=CC(=CC=C1)F)CC1=CC=C(C=C1)S(N)(=O)=O